BrC=1C=C(C(=CC1)C(=O)OC)C(=O)OC dimethyl 4-bromobenzene-1,2-dicarboxylate